3-(2-(azetidin-1-yl)ethyl)-7-fluoro-4-methoxy-1H-indazole fumarate C(\C=C\C(=O)O)(=O)O.N1(CCC1)CCC1=NNC2=C(C=CC(=C12)OC)F